CC1=CC(=C(C=C1)S(=O)(=O)N1[C@@H](CCC1)C(=O)OCCCC)O[C@H](C)CCC=O |&1:23| butyl ((4-methyl-2-(((RS)-5-oxopentan-2-yl)oxy)phenyl)sulfonyl)-L-prolinate